C12(CC3CC(CC(C1)C3)C2)C(C(=O)SC)OC(C)=O [1-(1-adamantyl)-2-methylsulfanyl-2-oxo-ethyl]acetate